FC=1C(=C(C=CC1F)B(O)O)O 3,4-difluoro-2-hydroxybenzeneBoronic Acid